NC1=C(C=2C(=C(N=C(C2)C)C#N)N1C1=C(C(=CC(=C1C)O)F)C)C(=O)N 2-amino-7-cyano-1-(3-fluoro-5-hydroxy-2,6-dimethylphenyl)-5-methyl-1H-pyrrolo[2,3-c]pyridine-3-carboxamide